11-(tert-Butoxycarbonyl)-5,6,9,10,11,12-hexahydro-4H-[1,2]oxazolo[3,4-c]pyrido[4',3':3,4]-pyrazolo[1,5-a]azepine-5-carboxylic Acid C(C)(C)(C)OC(=O)N1CC=2C(=NN3C2C=2C(CC(C3)C(=O)O)=CON2)CC1